CS(=O)(=O)OC1CCC2(CN(C2)C(=O)OC(C)(C)C)CC1 tert-butyl 7-methylsulfonyloxy-2-azaspiro[3.5]nonane-2-carboxylate